NC=1C=C(C=CC1F)C1=CC2=C(N=C(N=C2)NC2CCC(CC2)N(C)C)N1 (1r,4r)-N1-(6-(3-amino-4-fluorophenyl)-7H-pyrrolo[2,3-d]pyrimidin-2-yl)-N4,N4-dimethylcyclohexane-1,4-diamine